C(C1=CC=CC=C1)N1N=NC(=C1)CN [(1-benzyl-l-1,2,3-triazol-4-yl)methyl]amine